2,6-dichloro-2'-(trifluoromethoxy)-[1,1'-biphenyl]-4-amine ClC1=C(C(=CC(=C1)N)Cl)C1=C(C=CC=C1)OC(F)(F)F